ethylindol-2-one C(C)C=1C(N=C2C=CC=CC12)=O